4-((3-(4-(aminomethyl)phenyl)-1-(4-hydroxybutyl)ureido)methyl)benzamide NCC1=CC=C(C=C1)NC(N(CCCCO)CC1=CC=C(C(=O)N)C=C1)=O